C(C)(=O)C=1C=C(C=CC1)NC(=O)NC(CC(=O)O)C 3-([(3-ACETYLPHENYL)CARBAMOYL]AMINO)BUTANOIC ACID